C1(CC(C1)O)O (1r,2r)-cyclobutane-1,3-diol